(R)-1-(3,3-difluoro-4-((6-fluoro-4-methoxy-5-(1-(2,2,2-trifluoroethyl)-1H-benzo[d][1,2,3]triazol-6-yl)pyrrolo[2,1-f][1,2,4]triazin-2-yl)amino)pyrrolidin-1-yl)ethan-1-one FC1(CN(C[C@H]1NC1=NN2C(C(=N1)OC)=C(C(=C2)F)C=2C=CC1=C(N(N=N1)CC(F)(F)F)C2)C(C)=O)F